FC1(CN(CC1)C1=C(C=CC=C1)N1S(C2=C(C1)C(=CC=C2)F)(=O)=O)F N-(2-(3,3-difluoropyrrolidin-1-yl)phenyl)-4-fluorobenzo[d]isothiazol-1,1-dioxide